COC1=C(C=CC=C1)C1=NN=C(O1)S 5-(2-methoxyphenyl)-1,3,4-oxadiazole-2-thiol